[(1S,2S,3R,4S,6R)-4,6-diazido-3-[(2R,3R,6S)-3-azido-6-[(1R)-1-[benzyl(benzyloxycarbonyl)amino]ethyl]tetrahydropyran-2-yl]oxy-2-hydroxy-cyclohexyl]acetate N(=[N+]=[N-])[C@@H]1[C@H]([C@H]([C@H]([C@@H](C1)N=[N+]=[N-])CC(=O)[O-])O)O[C@H]1O[C@@H](CC[C@H]1N=[N+]=[N-])[C@@H](C)N(C(=O)OCC1=CC=CC=C1)CC1=CC=CC=C1